2-(5-(2-(1H-1,2,4-Triazol-1-yl)ethylamino)pyrimidin-2-yl)-6-(3-methoxy-2-methylphenyl)phthalazin-1(2H)-one N1(N=CN=C1)CCNC=1C=NC(=NC1)N1C(C2=CC=C(C=C2C=N1)C1=C(C(=CC=C1)OC)C)=O